NCC(C[Si](OCCC)(OCCC)OCCC)C 3-amino-2-methylpropyl-(tripropoxysilane)